C(#N)C1=CC(=NC=C1)N1[C@@H](CCC1=O)C(=O)N(C=1C=NC=C(C1)F)[C@]1(CCC2=CC=CC=C12)C(=O)C1CC(C1)(F)F (S)-1-(4-cyanopyridin-2-yl)-N-((S)-1-((3,3-difluorocyclobutyl)carbonyl)-2,3-dihydro-1H-inden-1-yl)-N-(5-fluoropyridin-3-yl)-5-oxopyrrolidine-2-carboxamide